CN1C(C2CCC(C1)N2C=2N=CC1=C(N2)C(=NN1)C=1C=NN(C1)CC1=CC=NC=C1)=O 3-Methyl-8-(3-(1-(pyridin-4-ylmethyl)-1H-pyrazol-4-yl)-1H-pyrazolo[4,3-d]pyrimidin-5-yl)-3,8-diazabicyclo[3.2.1]octan-2-one